FC1=C(C=C2C=CC(N(C2=C1)C1=C(C=C(C(=C1)F)SC(F)(F)F)OC)=O)S(=O)(=O)N(CC1=CC=C(C=C1)OC)C1=NOC=C1 (P)-7-fluoro-1-(5-fluoro-2-methoxy-4-((trifluoromethyl)thio)phenyl)-N-(isoxazol-3-yl)-N-(4-methoxybenzyl)-2-oxo-1,2-dihydroquinoline-6-sulfonamide